N-[1-(diphenylmethyl)azetidin-3-yl]-4-hydroxybutyramide C1(=CC=CC=C1)C(N1CC(C1)NC(CCCO)=O)C1=CC=CC=C1